O=C1NC(CCC1N1C(C2=CC=CC(=C2C1=O)N1CCC(CC1)CCN1CCC(CC1)C1=CC=C(C(=O)NC2=CC3=C(NC(=N3)CN3[C@H](CCC3)C)C=C2)C=C1)=O)=O 4-(1-(2-(1-(2-(2,6-dioxopiperidin-3-yl)-1,3-dioxoisoindolin-4-yl)piperidin-4-yl)ethyl)piperidin-4-yl)-N-(2-(((S)-2-methylpyrrolidin-1-yl)methyl)-1H-benzo[d]imidazol-5-yl)benzamide